(2-carbamoyl-4-((2R,3S,4S,5R)-3-(3,4-difluoro-2-methoxyphenyl)-4,5-dimethyl-5-(trifluoromethyl)tetrahydrofuran-2-carboxamido)phenyl)boronic acid C(N)(=O)C1=C(C=CC(=C1)NC(=O)[C@@H]1O[C@]([C@H]([C@H]1C1=C(C(=C(C=C1)F)F)OC)C)(C(F)(F)F)C)B(O)O